(R)-3-(4-amino-6-(cyclobutyl(methyl)amino)pyrido[3,4-d]pyrimidin-8-yl)-2,4-dimethylphenol NC=1C2=C(N=CN1)C(=NC(=C2)N(C)C2CCC2)C=2C(=C(C=CC2C)O)C